CC1=CC=C(C=C1)S(=O)(=O)NNC(=O)N p-toluenesulfonylsemicarbazide